N[C@H](C(=O)NC)CC1=C(C=CC=C1)Br (S)-2-Amino-3-(2-bromophenyl)-N-methylpropanamide